benzopyran-5-formaldehyde O1CC=CC=2C1=CC=CC2C=O